ClC1=C(C=CC=C1C)N1C(=NC(=CC1=O)O)C (2-chloro-3-methylphenyl)-6-hydroxy-2-methylpyrimidin-4(3H)-one